1-(4-((3-CHLORO-1H-PYRROLO[2,3-B]PYRIDIN-4-YL)OXY)-2-FLUOROPHENYL)-3-(4-(1-(4-METHYLPIPERAZIN-1-YL)ETHYL)-3-(TRIFLUOROMETHYL)PHENYL)UREA ClC1=CNC2=NC=CC(=C21)OC2=CC(=C(C=C2)NC(=O)NC2=CC(=C(C=C2)C(C)N2CCN(CC2)C)C(F)(F)F)F